C(C)NC1=NC=C(C=C1N)I N2-ethyl-5-iodopyridine-2,3-diamine